diphenyl-(methyl)sulfur tetrafluoroborate F[B-](F)(F)F.C1(=CC=CC=C1)[S+](C)C1=CC=CC=C1